(2S)-2-(methoxymethyl)pyrrolidine COC[C@H]1NCCC1